OC1CCN(CC1)C1=CC=C(C=N1)C=1C=2N(C=C(C1)C=1C=NN(C1)C)N=CC2C#N 4-(6-(4-hydroxypiperidin-1-yl)pyridin-3-yl)-6-(1-methyl-1H-pyrazol-4-yl)pyrazolo[1,5-a]pyridine-3-carbonitrile